(4-bromophenyl)propane-1,2-dione BrC1=CC=C(C=C1)C(C(C)=O)=O